N-[(R)-3-Decyloxytetradecanoyl]-O-[2,3-di-[(R)-3-decyloxytetradecanoylamino]-2,3-dideoxy-4-O-sulfoxy-β-D-allopyranosyl]-L-serine C(CCCCCCCCC)O[C@@H](CC(=O)N[C@@H](CO[C@H]1[C@@H]([C@@H]([C@H](OOS(=O)(=O)O)[C@H](O1)CO)NC(C[C@@H](CCCCCCCCCCC)OCCCCCCCCCC)=O)NC(C[C@@H](CCCCCCCCCCC)OCCCCCCCCCC)=O)C(=O)O)CCCCCCCCCCC